FC(C(=O)O)(F)F.C12(CC3CC(CC(C1)C3)C2)CCN2CCNCC2 1-(2-((3r,5r,7r)-adamantan-1-yl)ethyl)piperazine trifluoroacetate salt